6-chloropyrimido[5,4-d]pyrimidin-4-ol ClC=1N=CC=2N=CN=C(C2N1)O